[Al+3].C(C1=CC=CC=C1)(=O)[O-].C(C1=CC=CC=C1)(=O)[O-].C(C1=CC=CC=C1)(=O)[O-] benzoic acid aluminum salt